C(C)N(CCC1=CNC2=CC=C(C=C12)F)C1CC1 N-ethyl-N-(2-(5-fluoro-1H-indol-3-yl)ethyl)cyclopropylamine